C(C)OC(=O)C1OC(CC1=O)C1CC1 5-cyclopropyl-3-oxotetrahydrofuran-2-carboxylic acid ethyl ester